C(#N)C1=C(C=CC(=C1)OC)CC(=O)N1[C@@H](C[C@H](C1)F)C(=O)N[C@H](C1=CC=C(C=C1)C(C)C)C1=CC=CC=C1 (2S,4R)-1-[2-(2-cyano-4-methoxyphenyl)acetyl]-4-fluoro-N-[(S)-phenyl[4-(propan-2-yl)phenyl]methyl]pyrrolidine-2-carboxamide